N-(4-bromo-3-chlorophenyl)-7-methyl-2,3-dioxo-1,2,3,4-tetrahydroquinoxaline-6-sulfonamide BrC1=C(C=C(C=C1)NS(=O)(=O)C=1C=C2NC(C(NC2=CC1C)=O)=O)Cl